C(C)(C)(C)C=1C=C(CP(OCCCCCC)(OCCCCCC)=O)C=C(C1O)C(C)(C)C dihexyl 3,5-di-tert-butyl-4-hydroxybenzylphosphonate